6-((2,2-dimethyl-4-oxo-3,8,11-trioxa-5-azatridecan-13-yl)oxy)quinoline-4-carboxylic acid CC(C)(OC(NCCOCCOCCOC=1C=C2C(=CC=NC2=CC1)C(=O)O)=O)C